dihydropyrimidine-2,4(1H,3H)-dione, trifluoroacetic acid salt FC(C(=O)O)(F)F.N1C(NC(CC1)=O)=O